C1=CC=CC=2C3=CC=CC=C3N(C12)C1=CC=C(C=C1)N(C1=CC=C(C=C1)N1C2=CC=CC=C2C=2C=CC=CC12)C1=CC=C(C=C1)N1C2=CC=CC=C2C=2C=CC=CC12 tris(4-(9H-carbazole-9-yl)phenyl)amine